N[C@](C(=O)OC(C)C)(CC1=CC(=C(C=C1)O)O)C isopropyl (S)-2-amino-3-(3,4-dihydroxyphenyl)-2-methylpropanoate